C(C)OC1=C(C=CC=C1)C1=CC=C(C(=N1)C(=O)N[C@H]1CNCC1)N1[C@@H](CN(CC1)C(=O)C=1C(=NC(=CC1)OC)C(F)(F)F)CC 6-(2-ethoxyphenyl)-3-[(2R)-2-ethyl-4-[6-methoxy-2-(trifluoromethyl)pyridine-3-carbonyl]piperazin-1-yl]-N-[(3R)-pyrrolidin-3-yl]pyridine-2-carboxamide